4-(4-((4-(4-((2-((1S)-1-((tetrahydro-2H-pyran-2-yl)oxy)ethyl)-1H-imidazol-1-yl)methyl)oxazol-2-yl)phenyl)ethynyl)benzyl)morpholine O1C(CCCC1)O[C@@H](C)C=1N(C=CN1)CC=1N=C(OC1)C1=CC=C(C=C1)C#CC1=CC=C(CN2CCOCC2)C=C1